4-fluoro-2-methylphenylmagnesium bromide FC1=CC(=C(C=C1)[Mg]Br)C